FC1=CC=C2C=C(C=CC2=C1C#C[Si](C(C)C)(C(C)C)C(C)C)O[Si](C(C)C)(C(C)C)C(C)C (Ra)-7-fluoro-8-((triisopropylsilyl)ethynyl)-3-((triisopropylsilyl)oxy)naphthalene